C1(CC12CC2)C(=O)N Spiro[2.2]pentane-1-carboxamide